(R)-N-(6-(3-(2-ethoxyphenoxy)piperidin-1-yl)pyrazin-2-yl)-1-(5-ethylpyrimidin-2-yl)piperidine-4-carboxamide C(C)OC1=C(O[C@H]2CN(CCC2)C2=CN=CC(=N2)NC(=O)C2CCN(CC2)C2=NC=C(C=N2)CC)C=CC=C1